(S)-2,6-difluoro-4-(2-(8-methoxy-2-methyl-1,2,3,4-tetrahydroisoquinolin-6-yl)-5H-pyrrolo[2,3-b]pyrazin-7-yl)-N-methyl-N-((tetrahydrofuran-3-yl)methyl)benzamide FC1=C(C(=O)N(C[C@H]2COCC2)C)C(=CC(=C1)C1=CNC2=NC=C(N=C21)C=2C=C1CCN(CC1=C(C2)OC)C)F